rel-methyl (3S,7aS)-3-(((tert-butyldimethylsilyl)oxy)methyl)tetrahydro-1H-pyrrolizine-7a(5H)-carboxylate [Si](C)(C)(C(C)(C)C)OC[C@@H]1CC[C@@]2(CCCN12)C(=O)OC |o1:9,12|